C(C1=CC=CC=C1)OC1=CC2=CC=CC=C2C=C1 Benzyl-2-naphthylether